1-(4-(4-amino-7-methyl-5-(4-(4-methylpyrimidin-2-yloxy)phenyl)-7H-pyrrolo[2,3-d]pyrimidin-6-yl)phenyl)-3-methylenepiperidin-2-one NC=1C2=C(N=CN1)N(C(=C2C2=CC=C(C=C2)OC2=NC=CC(=N2)C)C2=CC=C(C=C2)N2C(C(CCC2)=C)=O)C